(R)-2-methyl-N-((R)-8-(1-methyl-6-carbonyl-5-(pyrazolo[1,5-a]pyridin-5-ylthio)-1,6-dihydropyrimidin-2-yl)-8-azaspiro[4.5]decan-1-yl)propane-2-sulfinamide CC(C)(C)[S@@](=O)N[C@@H]1CCCC12CCN(CC2)C=2N(C(C(=CN2)SC2=CC=1N(C=C2)N=CC1)=C=O)C